6-(8-(benzo[d]thiazol-2-ylcarbamoyl)-3,4-dihydroisoquinolin-2(1H)-yl)-3-(5-methyl-1-((1-morpholinocyclohexyl)methyl)-1H-pyrazol-4-yl)picolinic acid tert-butyl ester C(C)(C)(C)OC(C1=NC(=CC=C1C=1C=NN(C1C)CC1(CCCCC1)N1CCOCC1)N1CC2=C(C=CC=C2CC1)C(NC=1SC2=C(N1)C=CC=C2)=O)=O